methyl 10-[[(1S)-1-[(2S,4R)-4-hydroxy-2-[[(1S)-1-[4-(4-methylthiazol-5-yl)phenyl]ethyl]carbamoyl]pyrrolidine-1-carbonyl]-2,2-dimethyl-propyl]amino]-10-oxo-decanoate O[C@@H]1C[C@H](N(C1)C(=O)[C@H](C(C)(C)C)NC(CCCCCCCCC(=O)OC)=O)C(N[C@@H](C)C1=CC=C(C=C1)C1=C(N=CS1)C)=O